(2R)-2-(6-{5-chloro-2-[(1H-pyrazol-4-yl)amino]pyrimidin-4-yl}-1-oxo-2,3-dihydro-1H-isoindol-2-yl)-N-[(1R)-1-(3-methoxyphenyl)ethyl]propanamide ClC=1C(=NC(=NC1)NC=1C=NNC1)C1=CC=C2CN(C(C2=C1)=O)[C@@H](C(=O)N[C@H](C)C1=CC(=CC=C1)OC)C